O=C1N(C(OC1)C=1C=C(C(=O)NCCCCC2=CC=CC=C2)C=CC1)C=1C=C(C=CC1)C 3-(4-oxo-3-(m-tolyl)oxazolidin-2-yl)-N-(4-phenylbutyl)benzamide